C(C)N(CCCN1C(=CN2C1SC1=C2C=CC=C1)C1=C(C=CC=C1)F)CC N-(3-(diethylamino)propyl)-2-(2-fluorophenyl)benzo[d]imidazo[2,1-b]thiazole